C(C)(C)(C)OC(=O)NCCN1N=CC(=C1)C(=O)OC methyl 1-(2-((tert-butoxycarbonyl)amino)ethyl)-1H-pyrazole-4-carboxylate